tetrahydrofuran-3-yl-amine O1CC(CC1)N